NCCNCC[Si](OC(C)C)(OC(C)C)OC(C)C 2-(2-aminoethyl)aminoethyltriisopropoxysilane